OC1(CC1)C=1NC(=NN1)C1CC2(CN(C2)C(=O)N2CC(C2)C=2C=NC(=CC2)NCC2(CC2)C(F)(F)F)C1 [6-[5-(1-hydroxycyclopropyl)-4H-1,2,4-triazol-3-yl]-2-azaspiro[3.3]heptan-2-yl]-[3-[6-[[1-(trifluoromethyl)cyclopropyl]methylamino]-3-pyridyl]azetidin-1-yl]methanone